NC1=C(C=C(C2=CC=CC=C12)S(=O)(=O)O)N=NC=1C=NC(=CC1)C1=C(C=CC=C1)OCCCO 4-Amino-3-{6-[2-(3-hydroxypropoxy)phenyl]pyridin-3-ylazo}naphthalene-1-sulfonic acid